5-(prop-2-yn-1-yloxy)hexahydrocyclopenta[C]pyrrole-2(1H)-carboxylic acid tert-butyl ester C(C)(C)(C)OC(=O)N1CC2C(C1)CC(C2)OCC#C